n-eicosyl nonyl ketone C(CCCCCCCC)C(=O)CCCCCCCCCCCCCCCCCCCC